8-(sec-butyl)-5-(4-fluoro-3-methylbenzyl)-2-(pyridazin-3-yl)-2,5,8-triazaspiro[3.5]nonane-6,9-dione C(C)(CC)N1CC(N(C2(CN(C2)C=2N=NC=CC2)C1=O)CC1=CC(=C(C=C1)F)C)=O